(5-Morpholino-3-(trifluoromethyl)-1H-pyrazol-1-yl)benzonitrile O1CCN(CC1)C1=CC(=NN1C1=C(C#N)C=CC=C1)C(F)(F)F